5-formyl-3-((S)-4-methyl-2-oxooxazol-3-yl)benzo[d]isoxazole-7-carbonitrile C(=O)C=1C=C(C2=C(C(=NO2)N2C(OC=C2C)=O)C1)C#N